ClC=1C(=NC=C(C1[C@@H](C)OC=1C=C2C(=NNC2=CC1)C1=CC2=C(OC3(CCNCC3)OC2)C=C1)Cl)C 6-[5-[(1R)-1-(3,5-dichloro-2-methyl-4-pyridyl)ethoxy]-1H-indazol-3-yl]spiro[4H-1,3-benzodioxine-2,4'-piperidine]